C(C(O)CC(=S)[O-])(=S)OC(C)OC(C)CC 1-(2-butoxy)ethyl dithiomalate